C(CCCCCCCCCCC)C1=CC=CC(=C1O)C 6-dodecyl-methyl-phenol